BrC1=C(C=CC=C1)C(C(=O)OCC)F ethyl 2-(2-bromophenyl)-2-fluoro-acetate